C(C1=CC=CC=C1)N1CCC(CC1)CCNC(=O)C=1N=C(N(C1)C1=NC=C(C=C1)C#N)C N-[2-(benzylpiperidin-4-yl)ethyl]-1-(5-cyanopyridin-2-yl)-2-methyl-1H-imidazole-4-carboxamide